COC(=O)C=1N=NC(=CC1C1=CC=C(C=C1)OC(F)F)NC1=NC(=NC=C1F)N1C[C@H](O[C@H](C1)C)C.BrC=1C(=C(C=CC1C1=NC=CC=C1)C1=NC=CC=C1)Br dibromo-1,4-bis(2-pyridyl)benzene methyl-4-(4-(difluoromethoxy)phenyl)-6-((2-((2R,6S)-2,6-dimethylmorpholino)-5-fluoropyrimidin-4-yl)amino)pyridazine-3-carboxylate